C(C)(C)C1=NC=CC=C1C=1N=C(N2C1CNCC2)C 1-(2-isopropylpyridin-3-yl)-3-methyl-5,6,7,8-tetrahydroimidazo[1,5-a]pyrazine